Bis-TertiaryButylAminoSilane C(C)(C)(C)N[SiH2]NC(C)(C)C